bis(p-triethylsilylphenyl)methylene(2,7-di-t-butylfluorenyl)(cyclopentadienyl)hafnium C(C)[Si](C1=CC=C(C=C1)C(=[Hf](C1C=CC=C1)C1=C(C=CC=2C3=CC=C(C=C3CC12)C(C)(C)C)C(C)(C)C)C1=CC=C(C=C1)[Si](CC)(CC)CC)(CC)CC